C(C)C1(C(=O)OC1)CC diethylpropiolactone